5-methyl-1-(6-methylpyridin-3-yl)-4-(m-tolylethynyl)-1H-imidazole-2-carboxamide CC1=C(N=C(N1C=1C=NC(=CC1)C)C(=O)N)C#CC=1C=C(C=CC1)C